2-bromo-9,10-dipropoxyanthracene BrC1=CC2=C(C3=CC=CC=C3C(=C2C=C1)OCCC)OCCC